N=1C(N=C2C1C=C1C(C=NC=N1)=N2)=O Imidazolopyridopyrimidone